(R)-3-(3-(6-(2-(((S)-1-(Azetidin-1-yl)-1-oxopropan-2-yl)amino)pyrimidin-4-yl)pyridin-2-yl)isoxazol-5-yl)-3-hydroxy-1-methylpyrrolidin-2-one N1(CCC1)C([C@H](C)NC1=NC=CC(=N1)C1=CC=CC(=N1)C1=NOC(=C1)[C@]1(C(N(CC1)C)=O)O)=O